CC1=CC=C(C=NC(CCC)[SiH](OC)OC)C=C1 N-4-methylbenzylene-3-methyl-(dimethoxysilyl)propane-1-amine